COC1=CC=C2C(CCC(C2=C1)=O)C1=CC=C(C=C1)OC 7-methoxy-4-(p-methoxyphenyl)-3,4-dihydronaphthalen-1(2H)-one